O[C@H](C#CC1=CC2=C(OC[C@@H](C(N2C)=O)NC(C(=O)NCCC2=CC=CC=C2)=O)C=C1)C N1-((S)-7-((S)-3-hydroxybut-1-yn-1-yl)-5-methyl-4-oxo-2,3,4,5-tetrahydrobenzo[b][1,4]oxazepin-3-yl)-N2-phenethyloxalamide